trans-β-styreneboronic acid pinacol ester C(=C\C1=CC=CC=C1)/B1OC(C)(C)C(C)(C)O1